tert-butyl-4-(3'-chloro-5-fluoro-2-methoxy-4'-(3-methyl-2-oxoimidazolidin-1-yl)-[1,1'-biphenyl]-3-yl)-5',6'-dihydro-[2,4'-bipyridine] C(C)(C)(C)C=1C(=NC=CC1C=1C(=C(C=C(C1)F)C1=CC(=C(C=C1)N1C(N(CC1)C)=O)Cl)OC)C1=CC=NCC1